4-(bromomethyl)-3-(methoxycarbonyl)benzoic acid BrCC1=C(C=C(C(=O)O)C=C1)C(=O)OC